4,19-dithia-1,22-docosanediol C(CCSCCCCCCCCCCCCCCSCCCO)O